N-[3-[cyclopropyl-(difluoro)methyl]phenyl]-5-methyl-3-oxo-1H-imidazol-3-ium-4-carboxamide C1(CC1)C(C=1C=C(C=CC1)NC(=O)C=1[N+](CNC1C)=O)(F)F